FC(C1=C(C(=CC=C1)[N+](=O)[O-])C=1N=NNC1)F [2-(difluoromethyl)-6-nitro-phenyl]triazole